pentylenediamine phosphate P(=O)(O)(O)O.C(CCCCN)N